1-Cyclopentyl-3-methyl-6-(quinoxalin-6-ylamino)-1,3-dihydro-2H-imidazo[4,5-c]pyridin-2-one C1(CCCC1)N1C(N(C=2C=NC(=CC21)NC=2C=C1N=CC=NC1=CC2)C)=O